tert-butyl 2-(benzylcarbamoyl)hydrazinecarboxylate C(C1=CC=CC=C1)NC(=O)NNC(=O)OC(C)(C)C